N-(4-methyl-3-pyridin-2-ylphenyl)bicyclo[2.1.0]pentane-2-carboxamide CC1=C(C=C(C=C1)NC(=O)C1C2CC2C1)C1=NC=CC=C1